O=C1N(C(C2=CC(=CC=C12)N1CCC(CC1)C1CCNCC1)=O)[C@H](CC#N)C1=CC(=C(C=C1)OC)OCC (3R)-3-[1,3-dioxo-5-[4-(4-piperidyl)-1-piperidyl]isoindolin-2-yl]-3-(3-ethoxy-4-methoxyphenyl)propanenitrile